C(C)C=1C(=C(C=CC1)P(O)O)C(C1=C(C=C(C=C1C)C)C)=O.C1(=CC=CC=C1)P(OCC)OC(C1=C(C=C(C=C1C)C)C)=O ethyl (2,4,6-trimethylbenzoyl) phenylphosphonite (ethyl (2,4,6-trimethylbenzoyl)-phenylphosphonite)